FC(C(=O)O)(F)F.FC=1C(=CC(=NC1)OC)[C@H](C(=O)N1C[C@]2(CC1)NC1=NC(=C(C=C1CC2)C2=NC=CC=C2)C)C (2R)-2-(5-fluoro-2-methoxypyridin-4-yl)-1-[(2S)-7-methyl-6-(pyridin-2-yl)-3,4-dihydro-1H-spiro[1,8-naphthyridine-2,3'-pyrrolidin]-1'-yl]propan-1-one, trifluoroacetate salt